NC1=NC=CC=C1C1=NC=2C(=NC(=CC2)C2=CC=CC=C2)N1C1=CC=C(CNC2CCC(CC2)C(=O)O)C=C1 (1s,4s)-4-((4-(2-(2-aminopyridin-3-yl)-5-phenyl-3H-imidazo[4,5-b]pyridin-3-yl)benzyl)amino)cyclohexane-1-carboxylic acid